CC1=NC=C(C=N1)C(CNC(OC(C)(C)C)=O)C tert-butyl (2-(2-methylpyrimidin-5-yl)propyl)carbamate